COC(C(C(=O)OC)=CN(C)C)=O 2-((dimethylamino)methylene)malonic acid dimethyl ester